2-(4-(((4-(4-Bromophenyl)-5-oxo-4,5-dihydro-1H-1,2,4-triazol-1-yl)methyl)thio)-2-fluorophenoxy)-2-methylpropionic acid BrC1=CC=C(C=C1)N1C=NN(C1=O)CSC1=CC(=C(OC(C(=O)O)(C)C)C=C1)F